(5-Chloropyridin-3-yl)-1H-benzo[d]imidazole ClC=1C=C(C=NC1)N1C=NC2=C1C=CC=C2